(R)-5-(3-aminopropanamido)-2-fluoro-N-(1-(naphthalen-1-yl)ethyl)benzamide NCCC(=O)NC=1C=CC(=C(C(=O)N[C@H](C)C2=CC=CC3=CC=CC=C23)C1)F